ClC=1N=C(C2=C(N1)CN(C2)C(=O)OC(C)(C)C)NCC2=CC=C(C=C2)C=2N(C=C(N2)C(F)(F)F)C tert-butyl 2-chloro-4-((4-(1-methyl-4-(trifluoromethyl)-1H-imidazol-2-yl)benzyl)amino)-5,7-dihydro-6H-pyrrolo[3,4-d]pyrimidine-6-carboxylate